ClC=1C=C(C=NC1OC)OC1CCN(CC1)C(=O)OC(C)(C)C tert-butyl 4-((5-chloro-6-methoxypyridin-3-yl)oxy)piperidine-1-carboxylate